(±)-Tert-butyl (1-(6-(2-((1-(cyclopropylsulfonyl)piperidin-4-yl)amino)-5-fluoropyridin-4-yl)-8-fluoroquinolin-4-yl)ethyl)carbamate C1(CC1)S(=O)(=O)N1CCC(CC1)NC1=NC=C(C(=C1)C=1C=C2C(=CC=NC2=C(C1)F)[C@@H](C)NC(OC(C)(C)C)=O)F |r|